NC1=C2C(=NC=N1)N(N=C2C(=O)O)[C@H]2CN(CCC2)C(=O)OC(C)(C)C (R)-4-amino-1-(1-(tert-butoxycarbonyl)piperidin-3-yl)-1H-pyrazolo[3,4-d]pyrimidine-3-carboxylic acid